C1(CC1)S(=O)(=O)N1CC(C1)N1C(N([C@H](C1)C#N)C1=CN=CC2=CC=CC=C12)=O (R)-1-(1-(cyclopropylsulfonyl)azetidin-3-yl)-3-(isoquinolin-4-yl)-2-oxoimidazolidine-4-carbonitrile